CN1N=CC(=C1C1=CC=2N(C=C1)N=C(C2)NC(=O)C2CC2)OC[C@@H]2N(CC2)CCC N-[5-[2-methyl-4-[[(2R)-1-propylazetidin-2-yl]methoxy]pyrazol-3-yl]pyrazolo[1,5-a]pyridin-2-yl]cyclopropanecarboxamide